2-(dimethylamino)-1-((3S,4R)-3-fluoro-4-((2-(3-((2-methoxy-4-(methylsulfonyl)phenyl)amino)prop-1-yn-1-yl)-3-vinylpyrazolo[1,5-a]pyridin-7-yl)amino)piperidin-1-yl)ethan-1-one CN(CC(=O)N1C[C@@H]([C@@H](CC1)NC1=CC=CC=2N1N=C(C2C=C)C#CCNC2=C(C=C(C=C2)S(=O)(=O)C)OC)F)C